CC=1C2C3=C(C4=CC=CC=C4C(=C3C(C1)C2)OC(C)=O)OC(C=C)=O 2-methyl-9-acryloyloxy-10-acetoxy-1,4-dihydro-1,4-methanoanthracene